C1(=CC=CC=C1)C(=O)N1CC2=C(CC1)SC(=C2)C2=NOC(=N2)C(F)(F)F phenyl(2-(5-(trifluoromethyl)-1,2,4-oxadiazol-3-yl)-6,7-dihydrothieno[3,2-c]pyridin-5(4H)-yl)methanone